[N+](#[C-])C(C1=CC=C(C=C1)C1=CC=CC=C1)S(=O)(=O)C1=CC=C(C)C=C1 4-[ISOCYANO(TOLUENE-4-SULPHONYL)METHYL]BIPHENYL